5-oxo-1-(6-phenethyl-4-phenylquinolin-2-yl)pyrrolidine-3-carboxylic acid O=C1CC(CN1C1=NC2=CC=C(C=C2C(=C1)C1=CC=CC=C1)CCC1=CC=CC=C1)C(=O)O